ethyl (2E)-2-methyl-3-{[3-(trifluoromethyl)phenyl]amino}prop-2-enoate Ethyl-2-methyl-3-oxopropanoate C(C)OC(C(C=O)C)=O.C/C(/C(=O)OCC)=C\NC1=CC(=CC=C1)C(F)(F)F